2-(1-(4-amino-3-(4-ethoxy-3-(trifluoromethyl)phenyl)-1H-pyrazolo[3,4-d]pyrimidin-1-yl)ethyl)-5-fluoro-3-(3-fluorophenyl)-4H-chromen-4-one NC1=C2C(=NC=N1)N(N=C2C2=CC(=C(C=C2)OCC)C(F)(F)F)C(C)C=2OC1=CC=CC(=C1C(C2C2=CC(=CC=C2)F)=O)F